6-[5-[(4R)-4-aminospiro[4,6-dihydrocyclopenta[d]thiazole-5,4'-piperidin]-1'-yl]pyrazin-2-yl]sulfanyl-5-chloro-3-(2-methoxyethyl)quinazolin-4-one N[C@H]1C=2N=CSC2CC12CCN(CC2)C=2N=CC(=NC2)SC=2C(=C1C(N(C=NC1=CC2)CCOC)=O)Cl